CC1=CSC2=C1N=CN=C2 7-methyl-thieno[3,2-d]pyrimidine